8-[8-fluoro-7-(3-fluoro-8-{[tri(prop-2-yl)silyl]ethynyl}naphthalen-1-yl)pyrido[4,3-d]pyrimidin-4-yl]-3,8-diazabicyclo[3.2.1]Octane-3-carboxylic acid-2-methylpropan-2-yl ester CC(C)(C)OC(=O)N1CC2CCC(C1)N2C=2C1=C(N=CN2)C(=C(N=C1)C1=CC(=CC2=CC=CC(=C12)C#C[Si](C(C)C)(C(C)C)C(C)C)F)F